6-chloro-2-(3,4-dimethoxyphenyl)-1-methyl-1H-pyrrolo[3,2-c]pyridine ClC1=CC2=C(C=N1)C=C(N2C)C2=CC(=C(C=C2)OC)OC